1-(azetidin-3-ylmethyl)-7-chloro-5-fluoro-6-(2-fluoro-6-hydroxyphenyl)-1,4-dihydroquinoxaline N1CC(C1)CN1C=CNC2=C(C(=C(C=C12)Cl)C1=C(C=CC=C1O)F)F